8-bromo-2-(2,4-dimethyloxazol-5-yl)-3,6-dimethylquinazolin-4(3H)-one BrC=1C=C(C=C2C(N(C(=NC12)C1=C(N=C(O1)C)C)C)=O)C